ClN chloro-ammonia